triisononyl trimesitate C1(=C(C(=CC(=C1)C)C)C(=O)OCCCCCCC(C)C)C.C1(=C(C(=CC(=C1)C)C)C(=O)OCCCCCCC(C)C)C.C1(=C(C(=CC(=C1)C)C)C(=O)OCCCCCCC(C)C)C